C(C)(=O)N1[C@H](C[C@H](C2=CC(=CC=C12)C1=CC=C(C=C1)CNC)NC(OC(C)C)=O)C 1-methylethyl ((2S,4R)-1-acetyl-2-methyl-6-{4-[(methylamino)methyl]phenyl}-1,2,3,4-tetrahydro-4-quinolinyl)carbamate